4-chloro-(4-nitrobenzyl)-1H-pyrazolo[3,4-d]pyrimidine-6-amine ClC1=C2C(=NC(=N1)N)N(N=C2)CC2=CC=C(C=C2)[N+](=O)[O-]